S=[Te].[Li] lithium thiotelluride